3-((5-amino-6-methylisoquinolin-1-yl)amino)-2-fluorobenzonitrile NC1=C2C=CN=C(C2=CC=C1C)NC=1C(=C(C#N)C=CC1)F